O=C1C=2C=CC=NC2C2=C(N1)C=C(C=C2)C(=O)OC methyl 5-oxo-5,6-dihydrobenzo[h][1,6]naphthyridine-8-carboxylate